ClC=1C=C(C(=NC1)C(F)(F)F)[N+](=O)[O-] 5-chloro-3-nitro-2-(trifluoromethyl)pyridine